2-[(2-cyclopropylacetyl)amino]-4-[cyclopropyl-[4-(5,6,7,8-tetrahydro-1,8-naphthyridin-2-yl)butyl]amino]butanoic acid C1(CC1)CC(=O)NC(C(=O)O)CCN(CCCCC1=NC=2NCCCC2C=C1)C1CC1